C1(=CC=CC=C1)[B-](C1=CC=CC=C1)(C1=CC=CC=C1)C1=CC=CC=C1.C1(=CC=CC=C1)[I+]C1=CC=C(C=C1)C(C)(C)C phenyl-(4-tert-butyl-phenyl)iodonium tetraphenylborate